C(C)(C)(C)N1C[C@H](CC1)OCC1=CC(=C(C(=C1)OC)C#N)F tert-butyl-(S)-3-((4-cyano-3-fluoro-5-methoxybenzyl)oxy)pyrrolidine